CC1(CN=CC=C1)NC(=O)C1=CC2=CC=C(C=C2C=C1)C(=O)NC1(CN=CC=C1)C N,N'-bis(3-methylpyridine-3-yl)-2,6-naphthalenediamide